ClCCOC1=C(C=C2C(=NC=NC2=C1)NC1=CC(=C(C=C1)F)Cl)OCCCN1CCOCC1 7-[(2-chloroethyl)oxy]-4-[(3-chloro-4-fluorophenyl)amino]-6-{[3-(1,4-oxazinan-4-yl)propyl]oxy}quinazoline